rac-8-benzyl-6-((tert-butyldimethylsilyl) oxy)-8-azabicyclo[3.2.1]oct-3-ylacetate C(C1=CC=CC=C1)N1C2CC(CC1C(C2)O[Si](C)(C)C(C)(C)C)CC(=O)[O-]